tert-butyl 7-(2-(5-((3-methyloxetan-3-yl)methoxy)-1H-benzo[d]imidazol-1-yl)quinolin-8-yl)-1,7-diazaspiro[3.5]nonane-1-carboxylate CC1(COC1)COC1=CC2=C(N(C=N2)C2=NC3=C(C=CC=C3C=C2)N2CCC3(CCN3C(=O)OC(C)(C)C)CC2)C=C1